2,4,6-tris-(1-phenylethyl)-phenol C1(=CC=CC=C1)C(C)C1=C(C(=CC(=C1)C(C)C1=CC=CC=C1)C(C)C1=CC=CC=C1)O